C(C)(=O)N1CC=2N(CC1)N=C(C2C2=C1C(=NC=C2)CC(O1)=O)C1=CC=C(C=C1)F 7-(5-acetyl-2-(4-fluorophenyl)-4,5,6,7-tetrahydropyrazolo[1,5-a]pyrazin-3-yl)furo[3,2-b]pyridin-2(3H)-one